2,5-dihexyloxy-4-bromobenzaldehyde C(CCCCC)OC1=C(C=O)C=C(C(=C1)Br)OCCCCCC